FC1=C(C=CC(=C1)F)[C@@H]1N(OCC1)C1=CC(=NC=N1)NC1=CC(=C(C=C1)N1CCC(CC1)N1CCN(CC1)C)C (R)-6-(3-(2,4-difluorophenyl)isoxazolidin-2-yl)-N-(3-methyl-4-(4-(4-methylpiperazin-1-yl)piperidin-1-yl)phenyl)pyrimidin-4-amine